[Na+].C(CCCCCCCCCCCCCCC)S(=O)(=O)[O-] hexadecylsulfonic acid, sodium salt